2-(3-isopropyl-2-(2-methylpyridin-4-yl)-1H-indol-5-yl)-2-methyl-1-(2,7-diazaspiro[3.5]nonan-2-yl)propan-1-one C(C)(C)C1=C(NC2=CC=C(C=C12)C(C(=O)N1CC2(C1)CCNCC2)(C)C)C2=CC(=NC=C2)C